2-[2-(1-piperidinyl)propoxy]ethyl-N-methyl-N-(2-cyanoethyl)-amine N1(CCCCC1)C(COCCN(CCC#N)C)C